((6-(difluoromethoxy)-2-(4''-((3-fluoro-pyrrolidin-1-yl)methyl)-2,2'-dimethyl-[1,1':3',1''-terphenyl]-3-yl)benzo[d]oxazol-5-yl)methyl)proline methyl ester COC([C@H]1N(CCC1)CC=1C(=CC2=C(N=C(O2)C=2C(=C(C=CC2)C2=C(C(=CC=C2)C2=CC=C(C=C2)CN2CC(CC2)F)C)C)C1)OC(F)F)=O